2-[1-(2-bromo-4-chloro-phenyl)-5-oxo-pyrrolidin-2-yl]acetonitrile BrC1=C(C=CC(=C1)Cl)N1C(CCC1=O)CC#N